CN1N=C(C(=C1)NC1=NC=C(C(=N1)N1C=C(C2=CC(=CC=C12)NC(C=C)=O)C)F)C N-[1-[2-[(1,3-dimethylpyrazol-4-yl)amino]-5-fluoro-pyrimidin-4-yl]-3-methyl-indol-5-yl]prop-2-enamide